(R)-1-p-methoxybenzyl-1,2,3,4,5,6,7,8-octahydroisoquinoline COC1=CC=C(C[C@H]2NCCC=3CCCCC23)C=C1